6-(benzyloxy)-7-methoxy-1-{(E)-2-[2-methyl-5-(1-methyl-1H-pyrazol-4-yl)phenyl]ethenyl}-1,2,3,4-tetrahydroisoquinoline C(C1=CC=CC=C1)OC=1C=C2CCNC(C2=CC1OC)\C=C\C1=C(C=CC(=C1)C=1C=NN(C1)C)C